(E)-2-(3-(cyclopropylmethoxy)-4-(difluoromethoxy)styryl)isonicotinic acid ethyl ester C(C)OC(C1=CC(=NC=C1)\C=C\C1=CC(=C(C=C1)OC(F)F)OCC1CC1)=O